1-[6-chloro-4-(trifluoromethyl)-2-pyridyl]-3-[(1S)-1-(2-pyrimidin-2-yl-1,2,4-triazol-3-yl)ethyl]urea ClC1=CC(=CC(=N1)NC(=O)N[C@@H](C)C=1N(N=CN1)C1=NC=CC=N1)C(F)(F)F